ethyl 6-bromo-3-[(3S,4S)-4-[[(R)-tert-butylsulfinyl]amino]-3-methyl-2-oxa-8-azaspiro[4.5]decan-8-yl]-5-methyl-pyrazine-2-carboxylate BrC1=C(N=C(C(=N1)C(=O)OCC)N1CCC2([C@@H]([C@@H](OC2)C)N[S@](=O)C(C)(C)C)CC1)C